Cl.FC1(OC2=C(O1)C=CC(=C2)[C@H](C)N)F (1S)-1-(2,2-difluoro-1,3-benzodioxol-5-yl)ethylamine hydrochloride